tert-butyl ((3R)-1-(5-(hydroxy(4-(4-morpholino-7-((2-(trimethylsilyl)ethoxy)methyl)-7H-pyrrolo[2,3-d]pyrimidin-6-yl)phenyl)methyl)pyrimidin-2-yl)piperidin-3-yl)carbamate OC(C=1C=NC(=NC1)N1C[C@@H](CCC1)NC(OC(C)(C)C)=O)C1=CC=C(C=C1)C1=CC2=C(N=CN=C2N2CCOCC2)N1COCC[Si](C)(C)C